2-[4-acetamido-3-(4-chlorophenyl)sulfanyl-2-methyl-indol-1-yl]acetic acid C(C)(=O)NC1=C2C(=C(N(C2=CC=C1)CC(=O)O)C)SC1=CC=C(C=C1)Cl